2-[(pyridin-2-yl)methyl]-4,5-dihydro-2H-furo[2,3-g]Indazole-7-carbaldehyde N1=C(C=CC=C1)CN1N=C2C3=C(CCC2=C1)OC(=C3)C=O